C1=C(C=CC2=CC=CC=C12)O β-naphthol